O=C1N(CCC(N1)=O)N1C(C2=CC=C(C=C2C1)CN1CCC(CC1)N1N=C2C=C(C(=CC2=C1)N1CC=CC=C1C(F)(F)F)C(C)(C)O)=O N-(2-(1-((2-(2,4-dioxotetrahydropyrimidin-1(2H)-yl)-1-oxoisoindolin-5-yl)methyl)piperidin-4-yl)-6-(2-hydroxypropan-2-yl)-2H-indazol-5-yl)-6-(trifluoromethyl)pyridine